FC1=CC=C(C=C1)CCS(=O)(=O)NC=1C(=NOC1C1=CC=C(C(=N1)C)NC(=O)[C@@H]1[C@H](CCCC1)C(=O)O)C (1S,2S)-2-((6-(4-((2-(4-fluorophenyl)ethyl)sulfonamido)-3-methylisoxazol-5-yl)-2-methylpyridin-3-yl)carbamoyl)cyclohexane-1-carboxylic acid